(1S,2R,3S,5S)-4-(2-(5-fluoropyridin-3-yl)-6-(((6-methylpyridin-2-yl)methyl)-amino)-9H-purin-9-yl)-2,3-dihydroxyl-N-methylbicyclo[3.1.0]hexane-1-formamide FC=1C=C(C=NC1)C1=NC(=C2N=CN(C2=N1)C1[C@@H]([C@@H]([C@@]2(C[C@H]12)C(=O)NC)O)O)NCC1=NC(=CC=C1)C